2-(3,7-dimethylnonyl)cyclopentanone CC(CCC1C(CCC1)=O)CCCC(CC)C